methyl acetyl-L-tyrosinate C(C)(=O)N[C@@H](CC1=CC=C(C=C1)O)C(=O)OC